ClC1=C(C=CC=C1)C1OC(=C(C1=O)OS(=O)(=O)C1=CC=CC=C1)N 2-(2-chlorophenyl)-4-[[phenylsulfonyl]oxy]-5-amino-3(2H)-furanone